C[C@H]1OCC[C@H](C1)OC(CCC)=O butyric acid (2R,4R)-2-methyltetrahydro-2H-pyran-4-yl ester